2-(endo-8-amino-3-azabicyclo[3.2.1]octan-3-yl)-5-(4-chloro-2-methyl-2H-indazol-5-yl)-3-methyl-3,7-dihydro-4H-pyrrolo[2,3-d]pyrimidin-4-one NC1C2CN(CC1CC2)C=2N(C(C1=C(N2)NC=C1C1=C(C2=CN(N=C2C=C1)C)Cl)=O)C